(4-sulfophenyl)porphin zinc (II) [Zn+2].S(=O)(=O)(O)C1=CC=C(C=C1)C1=C2NC(=C1)C=C1C=CC(=N1)C=C1C=CC(N1)=CC=1C=CC(N1)=C2